ClC=1C=C(C=CC1OCC1CC1)C1=CC(=CN=N1)C(=O)NCC=1C(=NC=CC1)N1CC2(COC2)C1 6-[3-chloro-4-(cyclopropylmethoxy)phenyl]-N-[[2-(2-oxa-6-azaspiro[3.3]heptan-6-yl)-3-pyridyl]methyl]pyridazine-4-carboxamide